C(C)(C)(C)OOC1(CCCCC1)OOC(C)(C)C 1,1-Di(tert-butylperoxy)-cyclohexan